4-(3,6-Diazabicyclo[3.1.1]heptan-6-yl)-3-(2-ethoxypyrimidin-5-yl)-6-fluoro-N-methyl-9H-pyrido[2,3-b]indol-8-amin C12CNCC(N1C1=C(C=NC=3NC4=C(C=C(C=C4C31)F)NC)C=3C=NC(=NC3)OCC)C2